FC(S(=O)(=O)OC=1C(CN(CC1)C1=C(C(=C(C=C1)C#N)C(F)(F)F)F)C)(F)F 1-[4-Cyano-2-fluoro-3-(trifluoromethyl)phenyl]-3-methyl-1,2,3,6-tetrahydropyridin-4-yl trifluoromethanesulfonate